Methyl-(2S)-4-[(acetoxyacetyl) {(1R)-1-[1-benzyl-4-(2,5-difluorophenyl)-1H-pyrrol-2-yl]-2,2-dimethylpropyl}amino]-2-({[2-(trimethylsilyl)ethoxy]carbonyl}amino)butanoat COC([C@H](CCN([C@H](C(C)(C)C)C=1N(C=C(C1)C1=C(C=CC(=C1)F)F)CC1=CC=CC=C1)C(COC(C)=O)=O)NC(=O)OCC[Si](C)(C)C)=O